2-(trans-4-n-propylcyclohexyl)propane-1,3-diol C(CC)[C@@H]1CC[C@H](CC1)C(CO)CO